2-(9-(2-hydroxyethyl)-3,17-dioxo-2,16,18-trioxa-9-azaheptacosyl)propane-1,3-diyl Dinonanoate C(CCCCCCCC)(=O)OCC(COC(CCCCCCCC)=O)COC(CCCCCN(CCCCCCOC(OCCCCCCCCC)=O)CCO)=O